FC(C=1C=CC=2N(N1)C(=CN2)C2=CC(=NC=N2)N2CC(NCC2)CNS(=O)(=O)C)F N-((4-(6-(6-(Difluoromethyl)imidazo[1,2-b]pyridazin-3-yl)pyrimidin-4-yl)piperazin-2-yl)methyl)methanesulfonamide